S1C(=NC2=C1N=C(S2)C(=O)O)C(=O)O Thiazolo[5,4-d]Thiazol-2,5-dicarboxylic acid